[O-2].[Ag+].[Ag+] Silver-oxide